ClC=1C(=CC2=CN(N=C2C1)C([2H])([2H])[2H])N 6-chloro-2-(methyl-d3)-2H-indazol-5-amine